N-{2-[(1S)-1-(3-ethoxy-4-methoxyphenyl)-2-methylsulfonylethyl]-1,3-dioxo-2,3-dihydro-1H-isoindole-4-yl}octanamide C(C)OC=1C=C(C=CC1OC)[C@@H](CS(=O)(=O)C)N1C(C2=CC=CC(=C2C1=O)NC(CCCCCCC)=O)=O